Ethyl 2-((4-chlorobenzyl)amino)pyrimidine-5-carboxylate ClC1=CC=C(CNC2=NC=C(C=N2)C(=O)OCC)C=C1